2-(5-bromothiophen-2-yl)-5-dodecylbenzene BrC1=CC=C(S1)C1=CC=C(C=C1)CCCCCCCCCCCC